6-(3,5-difluoroanilino)-N-(1-isopropylcyclobutyl)-3-methoxy-pyridine-2-carboxamide FC=1C=C(NC2=CC=C(C(=N2)C(=O)NC2(CCC2)C(C)C)OC)C=C(C1)F